BrC1=C(C(=O)OCC)C=C(C=C1)C#N ethyl 2-bromo-5-cyanobenzoate